7-fluoro-5-methyl-4-(1-methyl-1H-1,2,4-triazol-3-yl)-2-(((cis)-2-methylcyclobutyl)sulfonyl)-1H-indole FC=1C=C(C(=C2C=C(NC12)S(=O)(=O)[C@H]1[C@H](CC1)C)C1=NN(C=N1)C)C